(2-iodo-1-(benzenesulfonyl)-1H-pyrrolo[2,3-b]Pyridin-4-yl)piperazine-1-carboxylic acid IC1=CC=2C(=NC=CC2C2N(CCNC2)C(=O)O)N1S(=O)(=O)C1=CC=CC=C1